BrC=1C=C2CCC(N(C2=CC1)C(C)=O)C 1-(6-bromo-2-methyl-3,4-dihydroquinolin-1(2H)-yl)ethan-1-one